Isopropyl (S)-6-diazo-2-((S)-2-(2-(dimethylamino)acetamido)-4-methylpentanamido)-5-oxohexanoate [N+](=[N-])=CC(CC[C@@H](C(=O)OC(C)C)NC([C@H](CC(C)C)NC(CN(C)C)=O)=O)=O